CC=1C=C2C(=NC(=NC2=CC1)C(F)(F)F)SC1=CC=C(C=C1)CC(F)(F)F 6-methyl-2-(trifluoromethyl)-4-((4-(trifluoroethyl)phenyl)thio)quinazoline